C(C)(=O)N1CCN(CC1)CCNC=1N=CC2=C(N1)N(C(C(=C2)C=2C(=C(C=CC2F)NS(=O)(=O)N2C[C@@H](CC2)F)F)=O)C (3R)-N-[3-[2-[2-(4-acetylpiperazin-1-yl)ethylamino]-8-methyl-7-oxopyrido[2,3-d]pyrimidin-6-yl]-2,4-difluorophenyl]-3-fluoropyrrolidine-1-sulfonamide